bis(2,6-dimethoxybenzoyl)(2,4,4-trimethyl-pentyl)phosphine oxide COC1=C(C(=O)P(CC(CC(C)(C)C)C)(C(C2=C(C=CC=C2OC)OC)=O)=O)C(=CC=C1)OC